1-(Chloromethyl)-4-(2,2-difluoroethoxy)benzene ClCC1=CC=C(C=C1)OCC(F)F